FC1=CN=C2N1C=C(C=C2)C2=CNC=1N=C(N=CC12)NC(C)C 5-(3-fluoroimidazo[1,2-a]pyridin-6-yl)-N-isopropyl-7H-pyrrolo[2,3-d]pyrimidin-2-amine